ClC=1C=C(C=CC1C(=O)N1CCN(CC1)C(CC1NC(CC1)=O)=O)NC(=O)C=1N(C(=CN1)C1=C(C(=C(C=C1)OC)F)F)C N-[3-chloro-4-[4-[2-(5-oxopyrrolidin-2-yl)acetyl]piperazine-1-carbonyl]phenyl]-5-(2,3-difluoro-4-methoxy-phenyl)-1-methyl-imidazole-2-carboxamide